6-aminobenzo[d]oxazol-2(3H)-one NC1=CC2=C(NC(O2)=O)C=C1